NCC(C=1SC=CN1)N1C(=CC=C1C1=NC=C(C=C1)C(F)(F)F)C(=O)N (2-amino-1-(thiazol-2-yl)ethyl)-5-(5-(trifluoromethyl)pyridin-2-yl)-1H-pyrrole-2-carboxamide